CC1=C(C(NC(=C1)C)=O)CNC(=O)C=1C=2C=CC(NC2C=C(C1)C1=CC=C(C=C1)OC1=CC=CC=C1)=O N-((4,6-dimethyl-2-oxo-1,2-dihydropyridin-3-yl)methyl)-2-oxo-7-(4-phenoxyphenyl)-1,2-dihydroquinoline-5-carboxamide